C1(CC2C(CC1)O2)COCC2CC1C(CC2)O1 di(3,4-epoxycyclohexylmethyl)ether